N-(benzo[d]thiazol-2-yl)-2-bromopropanamide S1C(=NC2=C1C=CC=C2)NC(C(C)Br)=O